O1C(CCCC1)=O tetrahydro-2H-pyran-2-one